1-(4-((tert-butyldiphenylsilyl)oxy)-2-methylbutan-2-yl)-5-hydroxy-1H-pyrazole-4-carboxylic acid butyl ester C(CCC)OC(=O)C=1C=NN(C1O)C(C)(CCO[Si](C1=CC=CC=C1)(C1=CC=CC=C1)C(C)(C)C)C